6-(2-acetamidoethoxy)pyridin-3-ylpropanoic acid C(C)(=O)NCCOC1=CC=C(C=N1)C(C(=O)O)C